trans-4-[4-(dimethylamino)styryl]-1-methyl-pyridinium iodide [I-].CN(C1=CC=C(/C=C/C2=CC=[N+](C=C2)C)C=C1)C